1,7-diglycidyl-octadiene C(C1CO1)C=CC=CCCC(C)CC1CO1